COC1=NC=CC(=C1)C=1C=CC=C2C(COCC12)CN(C(OC(C)(C)C)=O)C tert-butyl ((8-(2-methoxypyridin-4-yl)isochroman-4-yl)methyl)(methyl)carbamate